2-(7-chloro-4-methoxy-2,6-naphthyridin-1-yl)propan-2-ol ClC1=NC=C2C(=CN=C(C2=C1)C(C)(C)O)OC